N-[4-chloro-3-(7-chloro-1,6-naphthyridin-3-yl)-2-fluoro-phenyl]-4-(1-cyano-1-methyl-ethyl)pyridine-2-carboxamide ClC1=C(C(=C(C=C1)NC(=O)C1=NC=CC(=C1)C(C)(C)C#N)F)C=1C=NC2=CC(=NC=C2C1)Cl